OC(C)CO 2,3-dihydroxypropane